methyl 2-(4-{2-[(4-{[6-(5-chloro-2-fluorophenyl)-3-methylpyridazin-4-yl]amino}pyridin-2-yl)carbamoyl]ethyl} piperazin-2-yl)acetate ClC=1C=CC(=C(C1)C1=CC(=C(N=N1)C)NC1=CC(=NC=C1)NC(=O)CCN1CC(NCC1)CC(=O)OC)F